F/C(=C/C1=C(OC2=NC=CC=N2)C=CC=C1)/S(=O)(=O)C1=CC=CC=C1 (Z)-{2-[2-fluoro(2-benzenesulfonyl)vinyl]phenoxy}pyrimidine